CNCC(=O)NC=1N=C2N(C(C1)=O)CCCC2 2-(methylamino)-N-(4-oxo-6,7,8,9-tetrahydro-4H-pyrido[1,2-a]pyrimidin-2-yl)acetamide